((5S)-5-((6-amino-9H-purin-9-yl)methyl)-2-oxo-1,4,2-dioxaphosphorinan-2-yl)-L-isoleucine pentyl ester C(CCCC)OC([C@@H](NP1(OC[C@@H](OC1)CN1C2=NC=NC(=C2N=C1)N)=O)[C@@H](C)CC)=O